BrC1=C(C=C(C=N1)CN1CCN(CC1)C)F 1-((6-Bromo-5-fluoropyridin-3-yl)methyl)-4-methylpiperazine